C(=O)C=1C=NN(C1)C1=NC(=C(C(=N1)C)C#N)C 2-(4-formyl-1H-pyrazol-1-yl)-4,6-dimethylpyrimidine-5-carbonitrile